1-{[(4aR,6R,8aR)-2-Amino-3-cyano-8-methyl-4,4a,5,6,7,8,8a,9-octahydrothieno[3,2-g]quinolin-6-yl]carbonyl}-3-[2-(dimethylamino)ethyl]-1-propylurea sesquisuccinate salt C(CCC(=O)O)(=O)O.NC1=C(C=2C[C@H]3C[C@H](CN([C@@H]3CC2S1)C)C(=O)N(C(=O)NCCN(C)C)CCC)C#N.C(CCC(=O)O)(=O)O.C(CCC(=O)O)(=O)O.NC1=C(C=2C[C@H]3C[C@H](CN([C@@H]3CC2S1)C)C(=O)N(C(=O)NCCN(C)C)CCC)C#N